(2-[2,6-dimethoxy-4-(2-methyloctan-2-yl)phenyl]-7,7-dimethyl-4-bicyclo[3.1.1]hept-3-enyl)pivalate COC1=C(C(=CC(=C1)C(C)(CCCCCC)C)OC)C1C2CC(C(=C1)CC(C(=O)[O-])(C)C)C2(C)C